NC1=NC=CC=C1C1=NC=2C(=NC(=CC2)C2=CC=CC=C2)N1C1=CC(=C(C=C1)NC(=O)C1CCC(CC1)C(=O)OC)F methyl (1r,4r)-4-((4-(2-(2-aminopyridin-3-yl)-5-phenyl-3H-imidazo[4,5-b]pyridin-3-yl)-2-fluorophenyl)carbamoyl)cyclohexane-1-carboxylate